C1(=C(C(=CC(=C1)C)C)S(=O)(=O)NO)C (mesityl)sulfonylhydroxylamine